N-((3S,4S)-4-fluoropyrrolidin-3-yl)-6-(6-methoxyimidazo[1,2-a]pyridin-3-yl)pyridin-2-amine F[C@@H]1[C@H](CNC1)NC1=NC(=CC=C1)C1=CN=C2N1C=C(C=C2)OC